(S)-4-((2-acetamidoethyl)(4-(5,6,7,8-tetrahydro-1,8-naphthyridin-2-yl)butyl)amino)-2-((6-(tert-butyl)pyrimidin-4-yl)amino)butanoic acid C(C)(=O)NCCN(CC[C@@H](C(=O)O)NC1=NC=NC(=C1)C(C)(C)C)CCCCC1=NC=2NCCCC2C=C1